sodium nitroguaiacol [N+](=O)([O-])C1=C(C(=CC=C1)OC)O.[Na]